N1(CCCC1)C1CNC1 3-(pyrrolidin-1-yl)azetidine